vinyltri(trimethylsiloxy)silane C(=C)[Si](O[Si](C)(C)C)(O[Si](C)(C)C)O[Si](C)(C)C